C(OC1=C(C=NC(=C1)N1N=NC(=C1)CN1C[C@H](NCC1)C=1C(=C2COC(C2=CC1)=O)C)C#N)([2H])([2H])[2H] (R)-4-(methoxy-d3)-6-(4-((3-(4-methyl-1-oxo-1,3-dihydroisobenzofuran-5-yl)piperazin-1-yl)methyl)-1H-1,2,3-triazol-1-yl)pyridine-3-carbonitrile